C(#N)C=1C=C2CCN([C@@H](C2=CC1)C)C1=CC=CC(=N1)N1CCN(CC1)CC1=NC2=C(N1C[C@H]1OCC1)C=C(C=C2)C(=O)O 2-((4-(6-((R)-6-cyano-1-methyl-3,4-dihydroisoquinolin-2(1H)-yl)pyridin-2-yl)piperazin-1-yl)methyl)-1-(((S)-oxetan-2-yl)methyl)-1H-benzo[d]imidazole-6-carboxylic acid